ClC=1C=NC(=NC1)C1N(CC12CCC2)C(=O)O (5-chloropyrimidin-2-yl)-2-azaspiro[3.3]heptane-2-carboxylic acid